OC1=CC=C(C=C1)CC1=C(C(=CC(=C1)CC)CC1=CC=C(C=C1)O)O 2,6-bis-[4-hydroxyphenyl-methyl]-4-ethylphenol